ON([C@@H](C)C(=O)O)O (+)-dihydroxyalanine